3-[1-methyl-6-[(3r,4s)-3-hydroxy-4-piperidinyl]indazol-3-yl]piperidine-2,6-dione CN1N=C(C2=CC=C(C=C12)[C@H]1[C@H](CNCC1)O)C1C(NC(CC1)=O)=O